CC=1N=C(C=2N(C1)N=C(N2)N)C 6,8-dimethyl-[1,2,4]triazolo[1,5-a]-pyrazin-2-amine